COC(C(=O)O)C1=C(C=C(C=C1)C1=CC(=C(C=C1)F)F)F 2-Methoxy-2-(3,3',4'-trifluoro-[1,1'-biphenyl]-4-yl)acetic acid